N-beta-maleimidopropyl-oxysuccinimide C1(C=CC(N1C(CON1C(CCC1=O)=O)C)=O)=O